e-stearate C(CCCCCCCCCCCCCCCCC)(=O)[O-]